CC(C#N)(C)C=1C=2N(N=C(C1)N1[C@@H](COCC1)C)C=NC2 (R)-2-methyl-2-(2-(3-methylmorpholino)imidazo[1,5-b]pyridazin-4-yl)propanenitrile